lauroylsarcosinate sodium salt [Na+].C(CCCCCCCCCCC)(=O)N(C)CC(=O)[O-]